N-(2,3-Dihydro-1H-inden-2-yl)-3-(2-methyl-4-oxo-5,6-dihydro-2H-2,6-methanobenzo[g][1,3,5]oxadiazocin-3(4H)-yl)benzamide C1C(CC2=CC=CC=C12)NC(C1=CC(=CC=C1)N1C2(OC3=C(C(NC1=O)C2)C=CC=C3)C)=O